Cl.Cl.COC=1C=C2C=CC=NC2=CC1 6-methoxyquinoline dihydrochloride